ethyl (S)-3-(3-(4-hydroxy-1,5-dimethyl-2-oxo-1,2-dihydropyridin-3-yl)ureido)-3-(5-phenylfuran-2-yl)propanoate OC1=C(C(N(C=C1C)C)=O)NC(N[C@@H](CC(=O)OCC)C=1OC(=CC1)C1=CC=CC=C1)=O